C1(=CC=CC=C1)C1=NC(=CC(=N1)C=1C=C(C=C(C1)N1C2=CC=C(C=C2C=2C=C(C=CC12)C=1C=CC2=C(OC3=C2C=CC=C3)C1)C=1C=CC3=C(OC2=C3C=CC=C2)C1)N1C2=CC=C(C=C2C=2C=C(C=CC12)C=1C=CC2=C(OC3=C2C=CC=C3)C1)C=1C=CC3=C(OC2=C3C=CC=C2)C1)C1=CC=CC=C1 9,9'-(5-(2,6-diphenylpyrimidin-4-yl)-1,3-phenylene)bis(3,6-bis(dibenzo[b,d]furan-3-yl)-9H-carbazole)